CN(C1=CC=C(C=C1)N\C(=C\1/C(NC2=CC(=CC=C12)C(=O)OC)=O)\C1=CC=CC=C1)C(CN1CCN(CC1)C)=O Methyl (3Z)-3-{[(4-{methyl[(4-methylpiperazin-1-yl)acetyl] amino}phenyl)amino] (phenyl)methylidene}-2-oxo-2,3-dihydro-1H-indole-6-carboxylate